2-(((1-(3-fluorobenzofuran-5-yl)propan-2-yl)amino)methyl)-2-methylpropane-1,3-diol FC1=COC2=C1C=C(C=C2)CC(C)NCC(CO)(CO)C